N-(1-(10H-phenothiazin-10-yl)propan-2-yl)-N,N-dimethylprop-2-en-1-aminium bromide [Br-].C1=CC=CC=2SC3=CC=CC=C3N(C12)CC(C)[N+](CC=C)(C)C